CC1=CC=C(OCC(=O)N(C2=NNC=C2)CCSC)C=C1 2-(4-methylphenoxy)-N-(2-methylsulfanyl-ethyl)-N-(1H-pyrazol-3-yl)acetamide